5-(benzylmethylamino)-2-(6-methylpyridin-2-yl)-4,5,6,7-tetrahydro-2H-indazol-3-ol C(C1=CC=CC=C1)N(C1CC2=C(N(N=C2CC1)C1=NC(=CC=C1)C)O)C